(amino-α,α'-dimethylbenzyl)benzene NC1=C(C(C)(C)C2=CC=CC=C2)C=CC=C1